sodium (3-methoxymethanesulfonylphenyl)methanesulfonate COCS(=O)(=O)C=1C=C(C=CC1)CS(=O)(=O)[O-].[Na+]